4-(pyrrolidin-1-yl)pyrimidine-5-carboxamide N1(CCCC1)C1=NC=NC=C1C(=O)N